N-((6-((2,3-dihydro-1H-inden-5-yl)amino)-2-morpholinopyrimidin-4-yl)methyl)picolinamide C1CCC2=CC(=CC=C12)NC1=CC(=NC(=N1)N1CCOCC1)CNC(C1=NC=CC=C1)=O